silicon dioxide calcium sulfate hydrate O.S(=O)(=O)([O-])[O-].[Ca+2].[Si](=O)=O